C12(CC3CC(CC(C1)C3)C2)NC(COC2=CC=C3C=CC(=CC3=C2)C(CC(=O)O)C2=CC3=C(OCO3)C=C2)=O 3-(7-(2-(((1S,3s)-adamantan-1-yl)amino)-2-oxoethoxy)naphthalen-2-yl)-3-(benzo[d][1,3]dioxol-5-yl)propanoic acid